O[C@H](COC=1C=C(C=CC1)S(=O)(=O)NC)CNC1COC2(C1)CCN(CC2)S(=O)(=O)C=2C=C(C=CC2)C2=CC(=CC=C2)CO 3-((2S)-2-hydroxy-3-(8-(3'-(hydroxymethyl)biphenyl-3-ylsulfonyl)-1-oxa-8-azaspiro[4.5]decan-3-ylamino)propoxy)-N-methylbenzenesulfonamide